C(#N)C1=C(C=C(S1)NS(=O)(=O)C1=CNC(=C1)C1=CC=CC=C1)F N-(5-cyano-4-fluorothiophen-2-yl)-5-phenyl-1H-pyrrole-3-sulfonamide